4-Fluoro-2-(trifluoromethyl)benzoic acid [(2R)-3-(3-ethyl-4-oxo-spiro[6,8-dihydro-5H-pyrazolo[4,3-c]azepin-7,4'-tetrahydropyran]-1-yl)-2-methyl-propyl] ester C(C)C1=NN(C2=C1C(NCC1(CCOCC1)C2)=O)C[C@H](COC(C2=C(C=C(C=C2)F)C(F)(F)F)=O)C